2,6-di-tert-butylphenoxymethylaluminum chloride C(C)(C)(C)C1=C(OC[Al](Cl)Cl)C(=CC=C1)C(C)(C)C